(1R,2R)-1-(2-cyanophenyl)-1-(1-(trifluoromethyl)-1H-pyrazol-4-yl)propan C(#N)C1=C(C=CC=C1)[C@@H](CC)C=1C=NN(C1)C(F)(F)F